C(CCCCC)N1C(=[N+](C=C1)C)C 1-hexyl-2,3-dimethylimidazolium